5-[2-(3-Bromophenyl)ethynyl]-1H-indole BrC=1C=C(C=CC1)C#CC=1C=C2C=CNC2=CC1